N-ethyl-2-((4-(7-(((2R,5S)-5-(ethylsulfonamido)tetrahydro-2H-pyran-2-yl)methyl)-2,7-diazaspiro[3.5]nonan-2-yl)pyrimidin-5-yl)oxy)-5-fluoro-N-isopropylbenzamide C(C)N(C(C1=C(C=CC(=C1)F)OC=1C(=NC=NC1)N1CC2(C1)CCN(CC2)C[C@@H]2OC[C@H](CC2)NS(=O)(=O)CC)=O)C(C)C